C1=CC=C2C(=C1)NC(=N2)C3=NC4=CC=CC=C4N3 2,2'-bibenzimidazole